ClCOC(C(CC=C)(C)C)=O.S1C(=NC2=C1C=CC=C2)C2=C(SC=1CNCCC12)NC(CCN[C@@H](C)CC)=O (S)-N-(3-(benzo[d]thiazol-2-yl)-4,5,6,7-tetrahydrothieno[2,3-c]pyridin-2-yl)-3-(sec-butylamino)propanamide chloromethyl-2,2-dimethylpent-4-enoate